CC1=NC(=CC(=C1)C=1NC2=CC=C(C=C2C1C(C)C)C1CCN(CC1)CC(=O)N1[C@@H](C[C@@H](C1)C(F)(F)F)CO)C 2-(4-(2-(2,6-dimethylpyridin-4-yl)-3-isopropyl-1H-indol-5-yl)piperidin-1-yl)-1-((2S,4S)-2-(hydroxymethyl)-4-(trifluoromethyl)pyrrolidin-1-yl)ethan-1-one